C(C)OCC1=CC=C2NC=3C=C(C=CC3C(C2=C1)(C)C)N1CCOCC1 4-(7-(ethoxymethyl)-9,9-dimethyl-9,10-dihydroacridin-3-yl)morpholine